C1(CC1)S(=O)(=O)N1C[C@H]([C@@H](CC1)NC1=NN2C(C=N1)=C(C=C2C2=C(C(=C(C=C2F)F)C)F)F)F N-((3R,4R)-1-(cyclopropylsulfonyl)-3-fluoropiperidin-4-yl)-5-fluoro-7-(2,4,6-trifluoro-3-methylphenyl)pyrrolo[2,1-f][1,2,4]triazin-2-amine